FC=1C=C(C=CC1)N1C[C@@H](CCC1)NC1=NC=NC(=C1)N1CCNCC1 N-[(3R)-1-(3-fluorophenyl)-3-piperidyl]-6-piperazin-1-yl-pyrimidin-4-amine